CN1N=C(C=C1C)NC1=CC(=CN(C1=O)C)C1=C(C(=NC=C1)N1C(C=2C(=C3CCCCN3C2CC1)F)=O)C=O 4-{5-[(1,5-Dimethyl-1H-pyrazol-3-yl)amino]-1-methyl-6-oxo-1,6-dihydropyridin-3-yl}-2-{10-fluoro-1-oxo-1H,2H,3H,4H,6H,7H,8H,9H-pyrido[3,4-b]indolizin-2-yl}pyridine-3-carbaldehyde